2,6-dimethyl-4-t-butyl-phenyl-sulfur trifluoride CC1=C(C(=CC(=C1)C(C)(C)C)C)S(F)(F)F